N1C(=CC=C1)C1=NN=C(O1)C=1C=CC(=C(C(=O)O)C1)F 5-(5-(1H-pyrrol-2-yl)-1,3,4-oxadiazol-2-yl)-2-fluorobenzoic acid